3-methylbenzofuran CC1=COC2=C1C=CC=C2